2-chloro-4-(7-(4-(4-(1-(2-(2,6-dioxopiperidin-3-yl)-1,3-dioxoisoindolin-5-yl)piperidin-4-yl)piperazine-1-carbonyl)phenoxy)-2-azaspiro[3.5]nonan-2-yl)benzonitrile ClC1=C(C#N)C=CC(=C1)N1CC2(C1)CCC(CC2)OC2=CC=C(C=C2)C(=O)N2CCN(CC2)C2CCN(CC2)C=2C=C1C(N(C(C1=CC2)=O)C2C(NC(CC2)=O)=O)=O